CC1(CC=2C(=NC(=C(C2C2=C3C=NNC3=CC=C2C)C#N)N2[C@@H](C3(CN(C3)C(C=C)=O)CC2)C)C1)C (P)-6,6-dimethyl-4-(5-methyl-1H-indazol-4-yl)-2-((5R)-5-methyl-2-(2-propenoyl)-2,6-diazaspiro[3.4]octan-6-yl)-6,7-dihydro-5H-cyclopenta[b]pyridine-3-carbonitrile